1-methyl-3-((1-methyl-6-((6-(methylamino)pyrazolo[1,5-a]pyrazin-3-yl)oxy)-1H-imidazo[4,5-b]pyridin-2-yl)amino)-5-(trifluoromethyl)pyridin-2(1H)-one CN1C(C(=CC(=C1)C(F)(F)F)NC=1N(C=2C(=NC=C(C2)OC=2C=NN3C2C=NC(=C3)NC)N1)C)=O